CC1=NC=C(C(=C1)C1=CC=2N(C=C1)N=C(C2)NC2=NC=CN=C2)OC[C@H]2CNCCO2 5-[2-methyl-5-[[(2R)-morpholin-2-yl]methoxy]-4-pyridyl]-N-pyrazin-2-yl-pyrazolo[1,5-a]pyridin-2-amine